F[C@@]1([C@@H](O[C@@H]([C@H]1O)CO)N1C(=O)NC(=O)C=C1)O 2'-FluoroUridine